3-(2,4-dimethyl-1,3-dioxolan-2-yl)propanoic acid butyl ester C(CCC)OC(CCC1(OCC(O1)C)C)=O